2-{6-Azaspiro[2.5]oct-6-yl}-N-(7-cyclopropylquinolin-4-yl)-4-(2-hydroxyethanesulfonylamino)benzamide C1CC12CCN(CC2)C2=C(C(=O)NC1=CC=NC3=CC(=CC=C13)C1CC1)C=CC(=C2)NS(=O)(=O)CCO